CC=1C=C(C=NC1)OCC1=CC=C(OC2CN(C2)C=2C(=C(C(=O)O)C=CC2)N2C=CC=C2)C=C1 3-(3-(4-((5-methylpyridin-3-yloxy)methyl)phenoxy)azetidin-1-yl)-2-(1H-pyrrol-1-yl)benzoic acid